2-chloro-6-(1,1-difluoroethyl)-5-fluoro-pyridine-3-carboxylic acid methyl ester COC(=O)C=1C(=NC(=C(C1)F)C(C)(F)F)Cl